(R)-[(2S,5S)-5-methyl-2-pyrrolidinyl]phenylmethanol C[C@H]1CC[C@H](N1)[C@H](O)C1=CC=CC=C1